2-(ethoxy-methylphosphoryl)-ethanol C(C)OP(=O)(C)CCO